2-(3,5-bis(trifluoromethyl)benzamido)-5-cyano-N-((2S)-3-hydroxy-1-((3S,5R)-5-methyl-2-oxopyrrolidin-3-yl)-4-(methylamino)-4-oxobutan-2-yl)nicotinamide FC(C=1C=C(C(=O)NC2=C(C(=O)N[C@@H](C[C@H]3C(N[C@@H](C3)C)=O)C(C(=O)NC)O)C=C(C=N2)C#N)C=C(C1)C(F)(F)F)(F)F